C1(CCCCC1)NC=1C2=C(N=CC1C#CC=1C=NC(=CC1)F)NC=C2 N-cyclohexyl-5-((6-fluoropyridin-3-yl)ethynyl)-1H-pyrrolo[2,3-b]Pyridin-4-amine